C(C)NC(=O)C1=CC=2N(C(C(=C(N2)C(F)(F)F)C2=CC=C(C=C2)OCC(F)(F)F)=O)C=C1 N-ethyl-4-oxo-3-(4-(2,2,2-trifluoroethoxy)phenyl)-2-(trifluoromethyl)-4H-pyrido[1,2-a]pyrimidine-8-carboxamide